2-((3S,5R)-3,5-dimethylpiperazin-1-yl)-4-methoxy-5-(trifluoromethyl)pyrimidine C[C@H]1CN(C[C@H](N1)C)C1=NC=C(C(=N1)OC)C(F)(F)F